ClC1=C(OC=2C=C(C(NN2)=O)C(C)C)C(=CC(=C1)C=1C=NC(=C(C1)OC)OC)Cl 6-(2,6-dichloro-4-(5,6-dimethoxypyridin-3-yl)phenoxy)-4-isopropylpyridazin-3(2H)-one